(4-methyl-3-((7-methyl-8-oxo-9-(tetrahydro-2H-pyran-4-yl)-8,9-dihydro-7H-purin-2-yl)amino)phenoxy)pentanoic acid CC1=C(C=C(OC(C(=O)O)CCC)C=C1)NC1=NC=C2N(C(N(C2=N1)C1CCOCC1)=O)C